FC=1C=C2C(=CN=CC2=CC1F)N1CC=2N=C(N=C(C2CC1)N1C[C@@H](N(CC1)C(C(=C)F)=O)CC#N)OC[C@H]1N(CCC1)C 2-((S)-4-(7-(6,7-difluoroisoquinolin-4-yl)-2-(((S)-1-methylpyrrolidin-2-yl)methoxy)-5,6,7,8-tetrahydropyrido[3,4-d]pyrimidin-4-yl)-1-(2-fluoroacryloyl)piperazin-2-yl)acetonitrile